ClC1=CC=C(C=C1)C=1N=C(SC1)N(C1=C(N=C2N1C=C(C=C2)N2CCN(CC2)C(=O)OC(C)(C)C)CC)C tert-butyl 4-(3-((4-(4-chlorophenyl)thiazol-2-yl)(methyl)amino)-2-ethylimidazo[1,2-a]pyridin-6-yl)piperazine-1-carboxylate